COC(NC1=CC(=C(C=C1)N1N=C(C2=CC=CC=C12)[C@H](CC=C)NC(=O)OC(C)(C)C)N)=O (S)-(4-(3-(1-(tert-butoxycarbonylamino)but-3-en-1-yl)-1H-indazol-1-yl)-3-aminoPhenyl)carbamic acid methyl ester